6-((7-((4-(methylsulfonyl)phenyl)amino)-2,6-naphthyridin-1-yl)ethynyl)indolin-2-one CS(=O)(=O)C1=CC=C(C=C1)NC1=NC=C2C=CN=C(C2=C1)C#CC1=CC=C2CC(NC2=C1)=O